OC=1C=C(C(=O)[O-])C=C(C1)OCCCCCCCCCCCCC 3-hydroxy-5-(tridecyloxy)benzoate